C(C)(=O)C1=CN(C=2C=C3C(=CC12)NC1(CO3)COC1)CC(=O)N1[C@@H]3C[C@@]3(C[C@H]1C(=O)NC1=NC(=CC=C1C)Br)C (1R,3S,5R)-2-(2-(8'-acetyl-1'H-spiro[oxetane-3,2'-[1,4]oxazino[3,2-f]indol]-6'(3'H)-yl)acetyl)-N-(6-bromo-3-methylpyridin-2-yl)-5-methyl-2-azabicyclo[3.1.0]hexane-3-carboxamide